C(C)C1=NN(C2=C1C(NCC1(CCOCC1)C2)=O)C[C@H](COC(C2=CC(=CC=C2)C(=O)N2CCOCC2)=O)C 3-(morpholine-4-carbonyl)benzoic acid [(2R)-3-(3-ethyl-4-oxo-spiro[6,8-dihydro-5H-pyrazolo[4,3-c]azepin-7,4'-tetrahydropyran]-1-yl)-2-methyl-propyl] ester